NC1=NC=2C=C(C(=CC2C2=C1N(N=C2)C)C(=O)N(C=2C=NN(C2)C)CC2=NC=C(C=C2)C#C)F 4-amino-N-((5-ethynylpyridin-2-yl)methyl)-7-fluoro-3-methyl-N-(1-methyl-1H-pyrazol-4-yl)-3H-pyrazolo[3,4-c]quinoline-8-carboxamide